3-(diethylamino)-9,10-dihydrobenzo[h]pyrrolo[3,2-b]phenoxazin-11-ium C(C)N(C1=CC=2C(=C3OC4=CC=5C(=CC4=NC3=CC2)CC[NH+]5)C=C1)CC